(4-(2-methyl-3-oxo-2,3-dihydro[1,2,4]triazolo[4,3-a]pyridin-7-yl)-3,4-dihydro-2H-pyrido[3,2-b][1,4]oxazine-7-carbonyl)-L-proline CN1N=C2N(C=CC(=C2)N2C3=C(OCC2)C=C(C=N3)C(=O)N3[C@@H](CCC3)C(=O)O)C1=O